NC1=C(C(=O)NC2CCC(CC2)(C)O)C=C(C=N1)C1=CC(=C(C=C1)CN1[C@@H](CCC1)C)F 2-amino-5-(3-fluoro-4-(((R)-2-methylpyrrolidin-1-yl)methyl)phenyl)-N-((1R,4R)-4-hydroxy-4-methylcyclohexyl)nicotinamide